N-tert-butyl-6-(3,5-difluoroanilino)-4-methoxy-pyridine-2-carboxamide C(C)(C)(C)NC(=O)C1=NC(=CC(=C1)OC)NC1=CC(=CC(=C1)F)F